N1=NN=C2N=NNC2=C1N diazaadenine